BrC=1N=C(N(C1Br)C)C1CC1 4,5-dibromo-2-cyclopropyl-1-methyl-imidazole